(S)-2-(5-phenyl-1,2,3,4-tetrahydroquinoline-1-carbonyl)pyrrolidine-1-carbonitrile C1(=CC=CC=C1)C1=C2CCCN(C2=CC=C1)C(=O)[C@H]1N(CCC1)C#N